2-(6-(6-((4-cyano-2-fluorobenzyl)oxy)pyridin-2-yl)-6-azaspiro[2.5]octan-1-yl)-1-(2-methoxyethyl)-N-(3-methyl-1H-indazol-5-yl)-1H-benzo[d]imidazole-5-carboxamide C(#N)C1=CC(=C(COC2=CC=CC(=N2)N2CCC3(CC3C3=NC4=C(N3CCOC)C=CC(=C4)C(=O)NC=4C=C3C(=NNC3=CC4)C)CC2)C=C1)F